NC=1C(NC(=NC1Cl)C)=S 5-Amino-6-chloro-2-methylpyrimidine-4(3H)-thione